CN1CC=2C(CC1)=CN(N2)C dimethyl-2,4,5,7-tetrahydro-6H-pyrazolo[3,4-c]pyridin